FC=1C=CC(=C(C1)[C@H](C=1NC2=CC=CC=C2C1)NC(=O)C=1C=C(C=C(C1)C)C1=NC=C(C=N1)N1CCC(CC1)C(=O)NC1=CC=CC=C1)O (R)-1-(2-(3-(((5-fluoro-2-hydroxyphenyl)(1H-indol-2-yl)methyl)carbamoyl)-5-methylphenyl)pyrimidine-5-yl)-N-phenylpiperidine-4-carboxamide